C(C)N(C1=C(C=CC(=C1)NCC1=CC=C(C=C1)C(F)(F)F)NC(CCCCC(CF)F)=O)CC N-(2-(Diethylamino)-4-((4-(trifluoromethyl)benzyl)amino)phenyl)-6,7-difluoroheptanamid